C1(CCC1)N[P@]1(OC[C@@]2([C@@H](O1)[C@@]1(SCC1)[C@@H](O2)N2C(NC(C=C2)=O)=O)F)=O 1-((2R,2'R,4aS,6R,7aR)-2-(cyclobutylamino)-4a-fluoro-2-oxidotetrahydrospiro[furo[3,2-d][1,3,2]dioxaphosphinine-7,2'-thietan]-6-yl)pyrimidine-2,4(1H,3H)-dione